C1(CC1)OC=1C=C(C=CC1OC(F)F)[C@H](CC=1C=CC(NC1)=O)C1=CN=C(S1)C(C(F)(F)F)(C(F)(F)F)O (S)-5-(2-(3-cyclopropoxy-4-(difluoromethoxy)phenyl)-2-(2-(1,1,1,3,3,3-hexafluoro-2-hydroxypropan-2-yl)thiazol-5-yl)ethyl)pyridin-2(1H)-one